europium(III) triflate [O-]S(=O)(=O)C(F)(F)F.[Eu+3].[O-]S(=O)(=O)C(F)(F)F.[O-]S(=O)(=O)C(F)(F)F